1-(6-(1-(2-(3-((4-((5-chloropyrimidin-2-yl)amino)piperidin-1-yl)sulfonyl)phenoxy)-ethyl)piperidin-4-yl)-1-methyl-1H-indazol-3-yl)dihydropyrimidine-2,4(1H,3H)-dione ClC=1C=NC(=NC1)NC1CCN(CC1)S(=O)(=O)C=1C=C(OCCN2CCC(CC2)C2=CC=C3C(=NN(C3=C2)C)N2C(NC(CC2)=O)=O)C=CC1